FC1=C(C=CC(=C1)S(=O)(=O)C)N(C1=NC(=C(C(=N1)N(C1=NN(C(=C1)C)C1OCCCC1)CC1=CC=C(C=C1)OC)OC)C=1C=NN(C1)C)C N2-(2-fluoro-4-methylsulfonyl-phenyl)-5-methoxy-N4-[(4-methoxyphenyl)methyl]-N2-methyl-6-(1-methylpyrazol-4-yl)-N4-(5-methyl-1-tetrahydropyran-2-yl-pyrazol-3-yl)pyrimidine-2,4-diamine